(S)-2-(6-(acetamidomethyl)-5-oxo-2,3-dihydro-5H-spiro[indolizine-1,2'-[1,3]dioxolan]-7-yl)-1-ethoxy-4-fluoro-1-oxobutan-2-yl tosyl-D-prolinate S(=O)(=O)(C1=CC=C(C)C=C1)N1[C@H](CCC1)C(=O)O[C@@](C(=O)OCC)(CCF)C1=C(C(N2CCC3(OCCO3)C2=C1)=O)CNC(C)=O